2-(3,3-difluoroazetidin-1-yl)-N-(1-isopropylpiperidine-4-yl)-6-methoxy-7-(4-(pyrrolidine-1-yl)but-1-yn-1-yl)quinazolin-4-amine FC1(CN(C1)C1=NC2=CC(=C(C=C2C(=N1)NC1CCN(CC1)C(C)C)OC)C#CCCN1CCCC1)F